3-(1-ACETYLAZETIDIN-3-YL)-N-(5-CYANO-6-(2H-1,2,3-TRIAZOL-2-YL)PYRIDIN-3-YL)-4-(TRIFLUOROMETHYL)ISOTHIAZOLE-5-CARBOXAMIDE C(C)(=O)N1CC(C1)C1=NSC(=C1C(F)(F)F)C(=O)NC=1C=NC(=C(C1)C#N)N1N=CC=N1